[Cu].[Zn].[Li] lithium-zinc-copper